C(#N)C1=C(C(=CC=C1)C)C1=CC(=C(C(=C1)C)F)[C@H](CC(=O)O)NC(C(CC(C)C)N1C(C=C(C(=C1)CCN(C)C)C(F)(F)F)=O)=O (3S)-3-(2'-cyano-4-fluoro-5,6'-dimethylbiphenyl-3-yl)-3-(2-(5-(2-(dimethylamino)ethyl)-2-oxo-4-(trifluoromethyl)pyridin-1(2H)-yl)-4-methylpentanamido)propanoic acid